11-(4-aminophenyl)-17-hydroxy-10,13-dimethyl-17-(prop-1-yn-1-yl)-1,2,6,7,8,9,10,11,12,13,14,15,16,17-tetradecahydro-3H-cyclopenta[a]phenanthren-3-one NC1=CC=C(C=C1)C1CC2(C(CCC2C2CCC3=CC(CCC3(C12)C)=O)(C#CC)O)C